C1(CCCC1)CC(=O)N1CC2=C(CC1)N=C(S2)N2C[C@H](NCC2)CO (S)-2-cyclopentyl-1-(2-(3-(hydroxymethyl)piperazin-1-yl)-6,7-dihydrothiazolo[5,4-c]pyridin-5(4H)-yl)ethan-1-one